7-[(1S)-2,2-difluoro-1-methyl-ethoxy]-2-(1-methyl-2-oxabicyclo[2.1.1]hexan-4-yl)imidazo[1,2-a]pyridine-6-carboxylic acid FC([C@@H](OC1=CC=2N(C=C1C(=O)O)C=C(N2)C21COC(C2)(C1)C)C)F